OC[C@]1(O[C@H](CN(C1)C(C)C)N1C(N=C(C=C1)NC(C1=CC=CC=C1)=O)=O)CO[Si](C(C)C)(C(C)C)C(C)C N-[1-[(2R,6S)-6-(hydroxymethyl)-4-isopropyl-6-(triisopropylsilyloxymethyl)morpholin-2-yl]-2-oxo-pyrimidin-4-yl]benzamide